CC1(N(C2=CC=C(C=C2C1)B1OC(C(O1)(C)C)(C)C)C(C)=O)C 1-(2,2-dimethyl-5-(4,4,5,5-tetramethyl-1,3,2-dioxaborolan-2-yl)indolin-1-yl)ethanone